(RS)-N-(2,6-dimethylpyrimidin-4-yl)-5-[5-[(1,1-dioxo-1,2-thiazolidin-3-yl)methoxy]-2-methyl-4-pyridyl]pyrazolo[1,5-a]pyridin-2-amine CC1=NC(=CC(=N1)NC1=NN2C(C=C(C=C2)C2=CC(=NC=C2OC[C@@H]2NS(CC2)(=O)=O)C)=C1)C |r|